1-(tert-Butyl) 5-ethyl 2-(5-bromo-1-methyl-1H-indazol-3-yl)-2-cyanopentanedioate BrC=1C=C2C(=NN(C2=CC1)C)C(C(=O)OC(C)(C)C)(CCC(=O)OCC)C#N